trimethylPlatinum (IV) bromide C[Pt](C)(C)Br